2-(6-fluoro-[3,4'-bipyridyl]-2'-yl)benzo[d]isothiazol-3(2H)-one FC1=CC=C(C=N1)C1=CC(=NC=C1)N1SC2=C(C1=O)C=CC=C2